C(C1=CC=CC=C1)C(C(=O)O)(C)C.C(C(C)C)(=O)O isobutyrate (benzyl isobutyrate)